(4-cyanophenyl)-6-(2-methoxyethyl)isoindoline-2-carbonitrile C(#N)C1=CC=C(C=C1)C1N(CC2=CC=C(C=C12)CCOC)C#N